1-(2-methyl-5-nitroimidazol-1-yl)-2-propanol-d6 CC=1N(C(=CN1)[N+](=O)[O-])C(C(C([2H])([2H])[2H])(O)[2H])([2H])[2H]